2-chloro-1-butyl-3-methylimidazole hexafluorophosphate F[P-](F)(F)(F)(F)F.ClC1N(C=CN1C)CCCC